BrC=1C=C(SC1)[C@@H](C(F)(F)F)N[S@](=O)C(C)(C)C |o1:6| (R)-N-((R*)-1-(4-bromothiophen-2-yl)-2,2,2-trifluoroethyl)-2-methylpropane-2-sulfinamide